8-bromo-6-chloro-4-methyl-7-methyl-3,4-dihydro-2H-1,4-benzoxazine BrC1=C(C(=CC=2N(CCOC21)C)Cl)C